4-[(2R)-3-(3,4-dihydro-1H-isoquinolin-2-yl)-2-hydroxy-propyl]-8-[(3-fluoro-4-piperidyl)oxy]-1-methyl-2,3-dihydro-1,4-benzodiazepin-5-one C1N(CCC2=CC=CC=C12)C[C@H](CN1CCN(C2=C(C1=O)C=CC(=C2)OC2C(CNCC2)F)C)O